dihydropyrazin-3-one N1CC(NC=C1)=O